tripropylene glycol dimethacrylate C(C(=C)C)(=O)OC(C)COC(C)COC(C)COC(C(=C)C)=O